FC1(OC2=C(O1)C=C(C(=C2)C(=O)NC2=CC(=C(C=C2)F)C(F)(F)F)NC(C2=C(C=CC(=C2)C2=NOC1(C2)CCNCC1)OC)=O)F 2,2-difluoro-N-(4-fluoro-3-(trifluoromethyl)phenyl)-6-(2-methoxy-5-(1-oxa-2,8-diazaspiro[4.5]dec-2-en-3-yl)benzamido)benzo[d][1,3]dioxole-5-carboxamide